F[C@@H]1CNCC[C@H]1OC1CN(C1)C1=CC=CC=2N(C(N(C21)C)=O)N2C(CCCC2=O)=O [4-[3-[[(3R,4R)-3-fluoro-4-piperidinyl]oxy]azetidin-1-yl]-3-methyl-2-oxo-benzimidazol-1-yl]piperidine-2,6-dione